O=C1COCCN1CC1=CC=C(C=C1)C1=C(C2=CC=CC=C2C=C1)S(=O)(=O)N (4-((3-oxomorpholino)methyl)phenyl)naphthalene-1-sulfonamide